COC(=O)C1=CC(=C2C=NN(C2=C1)C1=CC=C(C=C1)F)S(=O)(=O)Cl methyl-4-(chlorosulfonyl)-1-(4-fluorophenyl)-1H-indazole-6-carboxylate